NC1CCC(CC1)[C@H](C(=O)N1[C@@H](CN(CC1)C=1O[C@H]([C@@H](N1)C)C1=CC=CC=C1)C(NCC=1SC=CC1)=O)NC(OC(C)(C)C)=O tert-butyl ((R)-1-((1r,4R)-4-aminocyclohexyl)-2-((S)-4-((4S,5S)-4-methyl-5-phenyl-4,5-dihydrooxazol-2-yl)-2-((thiophen-2-ylmethyl)carbamoyl)piperazin-1-yl)-2-oxoethyl)carbamate